FC(C=1C(=C(C=CC1)[C@@H](C)NC=1C2=C(N=C(N1)C)NC(C(=C2)C2=CCC(CC2)C(=O)N(C)C)=O)F)F 4-(4-(((R)-1-(3-(difluoromethyl)-2-fluorophenyl)ethyl)amino)-2-methyl-7-oxo-7,8-dihydropyrido[2,3-d]pyrimidin-6-yl)-N,N-dimethylcyclohex-3-ene-1-carboxamide